C(CCCCCCC)CSC=1C=C(C(=C(C1)SCCCCCCCCC)O)C 4,6-bis(octylmethylthio)-o-cresol